CC1(C(N2C(SC1)=NC1=C2C=CC=C1)=O)N=NC1=CC=C(C=C1)C(F)(F)F 3-Methyl-3-((4-(trifluoromethyl)phenyl)diazenyl)-2,3-dihydro-4H-benzo[4,5]imidazo[2,1-b][1,3]thiazin-4-one